N1(CCNCC1)C1=C(C#N)C=CC(=C1)OC1OCCCC1 2-(Piperazin-1-yl)-4-((tetrahydro-2H-pyran-2-yl)oxy)benzonitrile